P(=O)(OO)([O-])[O-].[Fe+2] IRON HYDROXYL PHOSPHATE